FC1=CC(=C(C=C1)N1CN(C(C2=CC(=CC=C12)C(F)(F)F)=O)C1=CNC(C=C1C)=O)C 1-(4-fluoro-2-methylphenyl)-3-(4-methyl-6-oxo-1,6-dihydropyridin-3-yl)-6-(trifluoromethyl)-2,3-dihydroquinazolin-4(1H)-one